4-methoxy-5'-methyl-3H-spiro[furo[3,2-c]pyridine-2,3'-pyrrolidine] COC1=NC=CC2=C1CC1(CNC(C1)C)O2